N-methyl-N-[(3S)-1-[(7R)-7-methyl-7-(pyrimidin-5-yl)-5,6,7,8-tetrahydro-1,8-naphthyridine-3-carbonyl]pyrrolidin-3-yl]cyclobutanecarboxamide CN(C(=O)C1CCC1)[C@@H]1CN(CC1)C(=O)C=1C=NC=2N[C@](CCC2C1)(C=1C=NC=NC1)C